3-(6-oxo-1'-((1-phenylpyrrolidin-3-yl)methyl)-6,8-dihydro-2H,7H-spiro[furo[2,3-e]isoindole-3,4'-piperidin]-7-yl)piperidine-2,6-dione O=C1N(CC2=C3C(=CC=C12)C1(CCN(CC1)CC1CN(CC1)C1=CC=CC=C1)CO3)C3C(NC(CC3)=O)=O